C(C#C)OC(C)N (prop-2-yn-1-yloxy)ethan-1-amine